ClC1=CC(=CC(=N1)N1CCN(CC1)S(=O)(=O)C1=CC=C(C=C1)N1C(OC(C1)CNC(C)=O)=O)C(F)(F)F N-[[3-[4-[4-[6-chloro-4-(trifluoromethyl)-2-pyridyl]piperazin-1-yl]sulfonylphenyl]-2-oxo-oxazolidin-5-yl]methyl]acetamide